FC(OC=1C=C(C(=C(C1)CC)N=C=O)C(C)C)F 5-(Difluoromethoxy)-1-ethyl-2-isocyanato-3-isopropylbenzene